1-((3,3-difluoro-1-methylcyclobutyl)methyl)-3-(3,3-difluorocyclobutyl)-N-(2-(S-methylsulfonimidoyl)pyridin-4-yl)-4-(trifluoromethyl)-1H-pyrazole-5-carboxamide FC1(CC(C1)(C)CN1N=C(C(=C1C(=O)NC1=CC(=NC=C1)S(=O)(=N)C)C(F)(F)F)C1CC(C1)(F)F)F